N(=[N+]=[N-])C1CN(C1)C(CNC1=C2C(N(C(C2=CC=C1)=O)C1C(NC(CC1)=O)=O)=O)=O 4-((2-(3-azidoazetidine-1-yl)-2-oxoethyl)amino)-2-(2,6-dioxopiperidin-3-yl)isoindoline-1,3-dione